[5-(trifluoromethyl)-2-pyridinyl]hydrazine FC(C=1C=CC(=NC1)NN)(F)F